C(C)C(C(=O)O)=C.C1(=CC=CC=C1)OC1=CC=CC=C1 O-Phenyl-phenol ethylacrylate